SC(C(=O)O)=C 2-mercapto-(Z)-2-propenoic acid